6-chloro-4-(4-(1-cyanocyclopropyl)phenyl)quinoline-3-carboxylic acid ClC=1C=C2C(=C(C=NC2=CC1)C(=O)O)C1=CC=C(C=C1)C1(CC1)C#N